FC(C(=O)O)(F)F.CC1=CC(=CO1)[C@H]1NOCC1 (S)-3-(5-Methylfuran-3-yl)isoxazolidine 2,2,2-trifluoroacetate salt